FC(C(=O)O)(F)F.FC1=C(C=C(C=C1)NC(=O)[C@@H]1CNCCC1)C (S)-N-(4-fluoro-3-methylphenyl)piperidine-3-carboxamide trifluoroacetate